4-(6-((4-chloro-1-(4-chlorophenyl)-1H-1,2,3-triazol-5-yl)methoxy)pyridazin-3-yl)piperazin-2-one ClC=1N=NN(C1COC1=CC=C(N=N1)N1CC(NCC1)=O)C1=CC=C(C=C1)Cl